ferrocenyl-dimethyl-methanol methyl-3-bromo-4-(tert-butoxycarbonylamino)benzoate CC1=C(C(=O)OC(C)(C)[C-]2C=CC=C2)C=CC(=C1Br)NC(=O)OC(C)(C)C.[CH-]1C=CC=C1.[Fe+2]